4-(2-Morpholin-4-yl-ethylamino)-1,7,11b-triaza-benzo[c]fluorene-6-carboxylic acid methylamide CNC(=O)C1=CC2=C(N3C=4C=CC=CC4N=C13)N=CC=C2NCCN2CCOCC2